C1(=CC=CC=C1)BC1=CC=CC=C1.[Cl] Chlorine (diphenyl)borane